2,8-menthadiene-2-ol C1(C(=CC(CC1)C(=C)C)O)C